(3S)-3-(3-hydroxypropyl)-5,5-dimethyl-pyrrolidin-2-one OCCC[C@@H]1C(NC(C1)(C)C)=O